CC1=C(C=CC(=C1)C)[C@@H]1N(CCC1)C=1C(=NC=CN1)C(=O)N[C@H](C)\C=C\S(=O)(=O)C ((R)-2-(2,4-Dimethylphenyl)pyrrolidin-1-yl)-N-((R,E)-4-(methylsulfonyl)but-3-en-2-yl)pyrazine-2-carboxamide